OC=1C=C(C2=CC=CC=C2C1)C1=NC2=C(N1)C=CC(=C2)C2CN(C2)C(C=C)=O 1-(3-(2-(3-hydroxynaphthalen-1-yl)-1H-benzo[d]imidazol-5-yl)azetidin-1-yl)prop-2-en-1-one